C(C)(C)(C)OC(=O)NCC1=CC=C(C=C1)NC(=O)C1=CC2=C(OCCC3=C2SC=C3)C=C1C=1C(=NC(=CC1)C(NC1=C(C(=CC=C1)Cl)F)=O)C(=O)OC methyl 3-(9-((4-(((tert-butoxycarbonyl)amino)methyl)phenyl)carbamoyl)-4,5-dihydrobenzo[b]thieno[2,3-d]oxepin-8-yl)-6-((3-chloro-2-fluorophenyl)carbamoyl)picolinate